naphthalenyl-methyl-isoquinoline tert-butyl-4-[2-[2-[2-(1,3-dioxoisoindolin-2-yl)ethoxy]ethoxy]ethoxy]piperidine-1-carboxylate C(C)(C)(C)OC(=O)N1CCC(CC1)OCCOCCOCCN1C(C2=CC=CC=C2C1=O)=O.C1(=CC=CC2=CC=CC=C12)C=1N=C(C2=CC=CC=C2C1)C